ethylphenyl(2,4,6-trimethylbenzoyl)phosphinate C(C)OP(=O)(C(C1=C(C=C(C=C1C)C)C)=O)C1=CC=CC=C1